N,6-dimethoxy-N-methyl-5-(trifluoromethyl)nicotinamide CON(C(C1=CN=C(C(=C1)C(F)(F)F)OC)=O)C